N-(3-(pyridin-2-yl)azetidin-3-yl)butyramide N1=C(C=CC=C1)C1(CNC1)NC(CCC)=O